1-Methyl-2-oxo-4-{4-[4-(2-oxopyrrolidin-1-yl)phenyl]piperidin-1-yl}-1,2-dihydroquinoline-3-carbonitrile CN1C(C(=C(C2=CC=CC=C12)N1CCC(CC1)C1=CC=C(C=C1)N1C(CCC1)=O)C#N)=O